6-methoxy-2-naphthaleneformaldehyde COC=1C=C2C=CC(=CC2=CC1)C=O